1-((S)-4-(6-chloro-7-(8-chloro-7-fluoronaphthalen-1-yl)-2-(((S)-1-methylpyrrolidin-2-yl)methoxy)quinazolin-4-yl)-3-methylpiperazin-1-yl)prop-2-en-1-one ClC=1C=C2C(=NC(=NC2=CC1C1=CC=CC2=CC=C(C(=C12)Cl)F)OC[C@H]1N(CCC1)C)N1[C@H](CN(CC1)C(C=C)=O)C